C(C)(C)CC(=O)OC(C)C isopropanol isopropyl-acetate